2-(2,4-diisopropyl-7-oxopyrazolo[1,5-d][1,2,4]triazin-6(7H)-yl)-N-(pyrimidin-4-yl)acetamide tert-Butyl-4-(3,5-dibromo-1,2,4-triazol-1-yl)piperidine-1-carboxylate C(C)(C)(C)OC(=O)N1CCC(CC1)N1N=C(N=C1Br)Br.C(C)(C)C1=NN2C(N(N=C(C2=C1)C(C)C)CC(=O)NC1=NC=NC=C1)=O